COC=1C=C(C=CC1)NC(=O)C1=CC=CC2=CC(=CC=C12)B1OC(C(O1)(C)C)(C)C N-(3-methoxyphenyl)-6-(4,4,5,5-tetramethyl-1,3,2-dioxaborolan-2-yl)-1-naphthalenecarboxamide